6-(3-(((tert-butyldiphenylsilyl)oxy)methyl)-4-ethyl-5-oxo-4,5-dihydro-1H-1,2,4-triazol-1-yl)-4-iodoisoquinolin-1(2H)-one [Si](C1=CC=CC=C1)(C1=CC=CC=C1)(C(C)(C)C)OCC1=NN(C(N1CC)=O)C=1C=C2C(=CNC(C2=CC1)=O)I